C[C@H]1N(C[C@@H]([C@H]([C@@H]1O)O)O)C[C@@H]1C[C@@H](CCC1)C(F)(F)F (2R,3R,4R,5S)-2-methyl-1-(((1S,3R)-3-(trifluoromethyl)cyclohexyl)methyl)piperidine-3,4,5-triol